lithium 4,5,6,7-tetracyano-2-pentafluoroethylbenzimidazole salt C(#N)C1=C(C(=C(C=2N=C(NC21)C(C(F)(F)F)(F)F)C#N)C#N)C#N.[Li]